O=C1NC(CCC1NC1=CC(=C(C=C1)NC(=O)C1CCNCC1)F)=O N-[4-[(2,6-dioxo-3-piperidinyl)amino]-2-fluoro-phenyl]piperidine-4-carboxamide